BrC(C(=O)N1CCN(C2=CC=CC=C12)C1=CC=C(C=C1)F)C bromo-1-(4-(4-fluorophenyl)-3,4-dihydroquinoxalin-1(2H)-yl)propan-1-one